N1(CCC2=CC=CC=C12)C1=C(C=C(C=C1)C(F)(F)F)NC(C(C)C)=O N-(2-(indolin-1-yl)-5-(trifluoromethyl)phenyl)-2-methylpropanamide